5-((2-((2-Oxo-2-phenyl-1λ2-ethyl)amino)ethyl)carbamoyl)benzene-1,2,3-triyl triacetate C(C)(=O)OC1=C(C(=CC(=C1)C(NCCN[C]C(C1=CC=CC=C1)=O)=O)OC(C)=O)OC(C)=O